C(C)(=O)N1CCC(CC1)[C@@H]1N(C(OC1)=O)C1=CC2=C(NC=N2)C=C1 (S)-4-(1-acetylpiperidin-4-yl)-3-(1H-benzo[d]imidazol-5-yl)oxazolidin-2-one